difluorophosphoric anhydride P(=O)(F)(F)OP(=O)(F)F